FC=1C(=C(C=O)C=C(C1)C(=O)N1CCC(CC1)C=1C=NC(=CC1)C1COCC1)O 3-fluoro-2-hydroxy-5-(4-(6-(tetrahydrofuran-3-yl)pyridin-3-yl)piperidine-1-carbonyl)benzaldehyde